4-(2-(6-methylpyridin-2-yl)-5,6-dihydro-7H-pyrrolo[2,3-d]pyrimidin-7-yl)-1H-pyrazolo[3,4-b]pyridine CC1=CC=CC(=N1)C=1N=CC2=C(N1)N(CC2)C2=C1C(=NC=C2)NN=C1